1-(4-(4-((4-((1H-pyrrolo[2,3-b]pyridin-6-yl)methoxy)-3-chlorophenyl)amino)-7H-pyrrolo[2,3-d]pyrimidin-5-yl)piperidin-1-yl)prop-2-en-1-one N1C=CC=2C1=NC(=CC2)COC2=C(C=C(C=C2)NC=2C1=C(N=CN2)NC=C1C1CCN(CC1)C(C=C)=O)Cl